C(C=C)(=O)OCC(COC1(C(O1)OCCC)C)O 3-(epoxypropoxy-1-isopropoxy)-2-hydroxypropyl acrylate